4-[1-(propan-2-yl)-1H-1,2,3-benzotriazol-5-yl]-5-oxa-10-thia-3-azatricyclo[7.3.0.02,6]dodeca-1(9),2(6),3,11-tetraene CC(C)N1N=NC2=C1C=CC(=C2)C2=NC=1C=3C=CSC3CCC1O2